methyl 2-[2-[6-(tert-butoxycarbonylamino)hexoxy]ethoxy]acetate C(C)(C)(C)OC(=O)NCCCCCCOCCOCC(=O)OC